3,5-dicarboxybenzenesulfonic acid, ethyl-tributyl-phosphonium salt C(C)[P+](CCCC)(CCCC)CCCC.C(=O)([O-])C=1C=C(C=C(C1)C(=O)[O-])S(=O)(=O)[O-].C(C)[P+](CCCC)(CCCC)CCCC.C(C)[P+](CCCC)(CCCC)CCCC